2-((4-(5-(pyridin-4-yl)-1,2,3-triazol-4-yl)phenoxy)methyl)quinoline N1=CC=C(C=C1)C1=C(N=NN1)C1=CC=C(OCC2=NC3=CC=CC=C3C=C2)C=C1